(2E)-1-[(2-chloro-1,3-thiazol-5-yl)methyl]-3,5-dimethyl-N-nitro-1,3,5-triazinE-2-imine ClC=1SC(=CN1)CN1\C(\N(CN(C1)C)C)=N\[N+](=O)[O-]